1-(2-chloropyridin-4-yl)-N-ethylethan-1-amine ClC1=NC=CC(=C1)C(C)NCC